NC1=NC=C(C(=N1)N[C@H](CO)C1=CC=CC=C1)C1=NC(=NO1)C12CCN(CC1)CC2 (S)-2-((2-amino-5-(3-(quinuclidin-4-yl)-1,2,4-oxadiazol-5-yl)pyrimidin-4-yl)amino)-2-phenylethan-1-ol